(2-(4-fluorophenyl)-2-(4-methoxy-2,6-dimethylphenyl)ethyl)(phenyl)selenane FC1=CC=C(C=C1)C(CC1([Se]CCCC1)C1=CC=CC=C1)C1=C(C=C(C=C1C)OC)C